CC(CC[C@@H](C(=O)O)NC1=NC=NC(=C1)OC1=CC=CC=C1)(C)C (S)-5,5-dimethyl-2-(6-phenoxy-4-pyrimidinylamino)hexanoic acid